CC1=C(C=CC=C1)[SiH]([SiH3])N o-methylphenyl-aminodisilane